BrC1=CC=C2C(=N1)C(CN2C2=NC(=NC=N2)NC=2C(=CC(=C(C2)NC(C=C)=O)N(C)CCN(C)C)OC)(C)C N-(5-((4-(5-Bromo-3,3-dimethyl-1H,2H,3H-pyrrolo[3,2-b]pyridin-1-yl)-1,3,5-Triazin-2-yl)amino)-2-((2-(dimethylamino)ethyl)(methyl)amino)-4-methoxyphenyl)prop-2-enamide